CN1CCN(CC1)C1=C(C=C(C=C1)[N+](=O)[O-])C=1C=NN(C1)C 1-methyl-4-[2-(1-methylpyrazol-4-yl)-4-nitro-phenyl]piperazine